Cl.N1CCC(CC1)OC1=NC2=CC=C(C=C2C=C1)C(F)(F)F (piperidin-4-yloxy)-6-(trifluoromethyl)quinoline hydrochloride